ClC1=CC=C(C(=N1)C(=O)O)N[C@H](C)C1=CC(=CC=2C(C(=C(OC21)C2=C(C=CC=C2)F)C)=O)C 6-chloro-3-[[(1R)-1-[2-(2-fluorophenyl)-3,6-dimethyl-4-oxo-benzopyran-8-yl]ethyl]amino]pyridine-2-carboxylic acid